C(C)NC(NC1=NC=CC(=C1)CN1CCN(CC1)C1=C(C(=C(C(=O)NC)C=C1)F)F)=O 4-(4-((2-(3-ethylureido)pyridin-4-yl)methyl)piperazin-1-yl)-2,3-difluoro-N-methylbenzamide